4-({6-[6-(hydroxymethyl)-1-oxo-4-(trifluoromethyl)-3H-isoindol-2-yl]-4-[2-(4-methyl-1,2,4-triazol-3-yl)-5-(trifluoromethyl)phenyl]pyridin-2-yl}amino)butanenitrile OCC1=CC(=C2CN(C(C2=C1)=O)C1=CC(=CC(=N1)NCCCC#N)C1=C(C=CC(=C1)C(F)(F)F)C1=NN=CN1C)C(F)(F)F